NC1=NC=CC2=C(C=CC=C12)C=1C=C2C(CC3(CCN(CC3)C(=O)OC(C)(C)C)C2=CC1)OC1=C(C=CC=C1)CC(=O)O 2-(2-((5-(1-aminoisoquinolin-5-yl)-1'-(tert-butoxycarbonyl)-2,3-dihydrospiro[inden-1,4'-piperidin]-3-yl)oxy)phenyl)acetic acid